N-(2-((6-(2,6-dichloro-3,5-dimethoxyphenyl)-8-((3,3-difluorocyclobutyl)amino)pyrido[3,4-d]pyrimidin-2-yl)amino)-3-methylphenyl)acrylamide ClC1=C(C(=C(C=C1OC)OC)Cl)C1=CC2=C(N=C(N=C2)NC2=C(C=CC=C2C)NC(C=C)=O)C(=N1)NC1CC(C1)(F)F